C(C1=CC=CC=C1)N1C(C=C(C=C1)C#CCN1C(N(C(C(=C1Cl)NC(CCC1=CC=C(C=C1)C)=O)=O)C)=O)=O N-(1-(3-(1-benzyl-2-oxo-1,2-dihydropyridin-4-yl)prop-2-yn-1-yl)-6-chloro-3-methyl-2,4-dioxo-1,2,3,4-tetrahydropyrimidin-5-yl)-3-(p-tolyl)propanamide